N1=CC=CC2=CC(=CC=C12)C=1C=CN2N=C(N=CC21)NC2CC1(CN(C1)C(=O)OC(C)(C)C)C2 tert-butyl 6-((5-(quinolin-6-yl)pyrrolo[2,1-f][1,2,4]triazin-2-yl)amino)-2-azaspiro[3.3]heptane-2-carboxylate